C(C)(=O)CC(=O)CCC1=CC(OC)=C(O)C=C1 Acetylzingerone